C(C1=CC=CC=C1)OC1C=CC(CC1)OC=1C=CC(=C(C1)C1=CC(=CC=C1)F)CCNC(C)=O N-(2-(5-((4-(benzyloxy)cyclohex-2-en-1-yl)oxy)-3'-fluoro-[1,1'-biphenyl]-2-yl)ethyl)acetamide